(E)-8-((2-(2,6-dioxopiperidin-3-yl)-1,3-dioxoisoindolin-4-yl)oxy)-N-(4-(2-((4-(2-(3-methylbenzylidene)hydrazino)-6-morpholinopyrimidin-2-yl)oxy)ethyl)phenyl)octanamide O=C1NC(CCC1N1C(C2=CC=CC(=C2C1=O)OCCCCCCCC(=O)NC1=CC=C(C=C1)CCOC1=NC(=CC(=N1)N/N=C/C1=CC(=CC=C1)C)N1CCOCC1)=O)=O